[Si](C)(C)(C(C)(C)C)O[C@@H]1C[C@@H](N(C1)C(=O)OC(C)(C)C)C(=O)OC 1-(tert-butyl) 2-methyl (2R,4R)-4-((tert-butyldimethylsilyl)oxy)-pyrrolidine-1,2-dicarboxylate